ClC1=C2C(=CN=CC2=CC=C1)C(NC(=O)[C@@H]1[C@H]2C([C@H]2CN1C(C(NC(C(F)(F)F)=O)C1(CC1)C)=O)(C)C)C#N (1R,2S,5S)-N-[(5-chloro-4-isoquinolyl)-cyano-methyl]-6,6-dimethyl-3-[2-(1-methylcyclopropyl)-2-[(2,2,2-trifluoroacetyl)amino]acetyl]-3-azabicyclo[3.1.0]hexane-2-carboxamide